1-(tert-butyl) 2-methyl (2S,3R,4R)-4-(diethylamino)-3-(3-(4,4,5,5-tetramethyl-1,3,2-dioxaborolan-2-yl)propyl)pyrrolidine-1,2-dicarboxylate C(C)N([C@@H]1[C@H]([C@H](N(C1)C(=O)OC(C)(C)C)C(=O)OC)CCCB1OC(C(O1)(C)C)(C)C)CC